3-(4,4-dimethoxytetrahydrofuran-2-yl)-3-oxopropanenitrile COC1(CC(OC1)C(CC#N)=O)OC